BrC1=C(C=CC(=N1)C(C(=O)O)(F)F)F (6-bromo-5-fluoropyridin-2-yl)(difluoro)acetic acid